NC1=C2N=CN(C2=NC(=N1)F)[C@H]1C[C@@H]([C@@](O1)(C#C)CO[P@](=O)(OC1=CC=CC=C1)N[C@@H](CC1=CC=CC=C1)C(=O)[O-])O ((S)-(((2R,3S,5R)-5-(6-amino-2-fluoro-9H-purin-9-yl)-2-ethynyl-3-hydroxytetrahydrofuran-2-yl)methoxy)(phenoxy)phosphoryl)-L-phenylalaninate